COC1=C(C=CC=C1)S(=O)(=O)NC1=NOC2=C1C1=C(CCO1)C(=C2)OC2=NC=CC=C2 2-methoxy-N-(4-(pyridin-2-yloxy)-2,3-dihydrobenzofuro[7,6-d]isoxazol-8-yl)benzenesulfonamide